C(/CCC)=C/1\OC(=O)C2=CC=CC=C12 (E)-butylidenephthalide